3-((4-Nitrophenyl)amino)-2-phenylimidazo[1,2-a]pyridine-6-carboxylic acid [N+](=O)([O-])C1=CC=C(C=C1)NC1=C(N=C2N1C=C(C=C2)C(=O)O)C2=CC=CC=C2